2,4-di((tetrahydro-2H-pyran-2-yl)oxy)benzaldehyde O1C(CCCC1)OC1=C(C=O)C=CC(=C1)OC1OCCCC1